BrC=1C=NC(=NC1)C1(CC(C1)(C)C#N)NS(=O)C(C)(C)C N-(1-(5-bromopyrimidin-2-yl)-3-cyano-3-methylcyclobutyl)-2-methylpropane-2-sulfinamide